CCCCCC1=CC=C(C=C1)/C=C/C(=O)NC2=CC=CC=C2C(=O)O The molecule is an amidobenzoic acid that is anthranilic acid in which one of the anilino hydrogens is replaced by a 4-pentylcinnamoyl group. It is a transient receptor potential (TRP) channel blocker and phospholipase A2 (PLA2) inhibitor. It has a role as an EC 3.1.1.4 (phospholipase A2) inhibitor and a TRP channel blocker. It is an amidobenzoic acid, a member of cinnamamides and a secondary carboxamide.